2,6-Dimethyl-8-oxooctan-2-yl-4-hydroxybenzoat CC(C)(CCCC(CC=O)C)OC(C1=CC=C(C=C1)O)=O